C(=C)N1C(CCC1)=O Vinyl-pyrrolidon